[N-](S(=O)(=O)C(F)(F)F)S(=O)(=O)C(F)(F)F.P(=S)([O-])([O-])O.C(C)[N+]1(CCCC1)C.C(C)[N+]1(CCCC1)C.C(C)[N+]1(CCCC1)C tris(N-ethyl-N-methylpyrrolidinium) thiophosphate bis(trifluoromethanesulfonyl)imide salt